C(C)C=1N(C=NN1)C 5-ethyl-4-methyl-1,2,4-triazol